ClC=1C=C(CNC(=O)C=2C(=C(C(=NC2)C(=O)NO)O)CO)C=CC1F N5-(3-chloro-4-fluorobenzyl)-N2,3-dihydroxy-4-(hydroxymethyl)pyridine-2,5-dicarboxamide